methyl 2-((2-(4-((tert-butoxycarbonyl)amino)but-1-yn-1-yl)-4-fluorophenyl)amino)-4-(trifluoromethyl)benzoate C(C)(C)(C)OC(=O)NCCC#CC1=C(C=CC(=C1)F)NC1=C(C(=O)OC)C=CC(=C1)C(F)(F)F